FC1=C(C=2C=NC(=NC2C=C1C1=C(C2=C(OCCN2)N=C1)C)NC=1C=NC=NC1)N 6-fluoro-7-(8-methyl-2,3-dihydro-1H-pyrido[2,3-b][1,4]oxazin-7-yl)-N~2~-(pyrimidin-5-yl)quinazoline-2,5-diamine